6,7-dihydro-5H-pyrrolo[1,2-a]imidazol-7-amine N1=C2N(C=C1)CCC2N